OCC1CCC(CC1)C=O ((1R,4R)-4-(hydroxymethyl)cyclohexyl)methanone